(6-((3S,4S)-4-amino-3-methyl-2-oxa-8-azaspiro[4.5]decan-8-yl)-3-((2,3,5,6-tetrafluorophenyl)ethynyl)-1H-pyrazolo[3,4-b]pyrazin-5-yl)methanol N[C@@H]1[C@@H](OCC12CCN(CC2)C2=C(N=C1C(=N2)NN=C1C#CC1=C(C(=CC(=C1F)F)F)F)CO)C